P(=O)(OCC(F)(F)F)(OCC(F)(F)F)OCC(C(F)F)(F)F bis(2,2,2-trifluoroethyl) 2,2,3,3-tetrafluoropropyl phosphate